C(CCCCC)C(C(=O)OCCCCCCCCN(CCCOC(NCCN(C)C)=O)CCCCCCCCOC(C(CCCCCCCC)CCCCCC)=O)CCCCCCCC 11-(8-((2-hexyldecanoyl) oxy) octyl)-2-methyl-6-oxo-7-oxa-2,5,11-triazanonadecan-19-yl 2-hexyldecanoate